NC=1C=CC(=C(C1)S(=O)(=O)NC(CO)(C)C)Br 5-amino-2-bromo-N-(2-hydroxy-1,1-dimethyl-ethyl)benzenesulfonamide